C(CCCCCCCC#C)OC1=CC=C(C=C1)CC(=O)ON1C(CCC1=O)=O 2,5-dioxopyrrolidin-1-yl 2-(4-(dec-9-yn-1-yloxy)phenyl)acetate